(2,5-dioxo-imidazolidin-1-yl)acetic acid O=C1N(C(CN1)=O)CC(=O)O